FC1=CC=C2C3(CCSC2=C1F)N=C1N(C=C(C=C1)C#N)C3 7',8'-difluoro-3H-spiro[imidazo[1,2-a]pyridine-2,4'-thiochroman]-6-carbonitrile